FCCOC1=CC=C(C=N1)C=1N=C(NC(C1)=O)C=1C=C(CC(C(=O)N)(C)C)C=CC1C(F)(F)F (3-{4-[6-(2-Fluoroethoxy)pyridin-3-yl]-6-oxo-1,6-dihydropyrimidin-2-yl}-4-(trifluoromethyl)benzyl)isobutyramide